C(C)C1=NC2=CC(=C(C=C2C(N1C1=C(C=C(C=C1C)C)C)=O)I)F 2-Ethyl-7-fluoro-6-iodo-3-mesitylquinazolin-4(3H)-one